FC1=C(C(=NC=C1)C)C1CC(C1)O 3-(4-fluoro-2-methylpyridin-3-yl)cyclobutanol